3',5-difluoro-6'-(5-(4-fluorophenyl)-1H-1,2,4-triazol-3-yl)-2'-methyl-3,4'-bipyridine FC=1C(=NC(=CC1C=1C=NC=C(C1)F)C1=NNC(=N1)C1=CC=C(C=C1)F)C